C(C)(C)(C)OC(=O)N1CC2=CC(=CC=C2CC1)C(C(=O)O)O [2-[(tert-Butoxy)carbonyl]-1,2,3,4-tetrahydroisoquinolin-7-yl]-2-hydroxyacetic acid